C(C)OC1(CC(=CC=2SC3=CC=CC=C3C(C12)=O)OCC)C(=O)OCC 1-ethoxy-1-ethoxycarbonyl-3-ethoxythioxanthone